C1(CC1)C1=NC=NC(=C1C1=NC=C2C(=N1)N(N=C2)CC2=C(C=C(C=C2)C=2N(C=C(N2)C(F)(F)F)C(C)C)CC=O)OC 2-(2-((6-(4-cyclopropyl-6-methoxypyrimidin-5-yl)-1H-pyrazolo[3,4-d]pyrimidin-1-yl)methyl)-5-(1-isopropyl-4-(trifluoromethyl)-1H-imidazol-2-yl)phenyl)acetaldehyde